FC1=C2C=CN(C2=C(C=C1)C(=O)NC1CC2(CCC2)C1)CC1=CC=C(C=C1)C1=CC(=CC(=C1)OC)F 6-(4-Fluoro-1-((3'-fluoro-5'-methoxy-[1,1'-biphenyl]-4-yl)methyl)-1H-indol-7-carboxamido)spiro[3.3]heptan